ClC1=CC=C(C=C1)C[C@@H]1[C@@]([C@@](CC1)(C(=O)OC)C)(CN1N=CN=C1)O Methyl (1R,2R,3R)-3-[(4-chlorophenyl)methyl]-2-hydroxy-1-methyl-2-(1H-1,2,4-triazol-1-ylmethyl)cyclopentanecarboxylate